[4-[(benzofuran-2-yl)carbonylamino]phenyl]-1H-naphtho[1,2-b][1,4]diazepine-2,4(3H,5H)-dione O1C(=CC2=C1C=CC=C2)C(=O)NC2=CC=C(C=C2)N2C1=C(NC(CC2=O)=O)C=CC2=CC=CC=C21